C1(CCCCC1)P(C1=C(N(C2=CC=CC=C12)C)C1=CC=CC=C1)C1CCCCC1 3-(dicyclohexylphosphino)-1-methyl-2-phenyl-1H-indole